trioctyl-methylphosphonium C(CCCCCCC)[P+](C)(CCCCCCCC)CCCCCCCC